2-{[methoxycarbonylmethyl-(4-methylphenylsulfonyl)-amino]-methyl}-6-naphthalen-1-yl-nicotinic acid methyl ester COC(C1=C(N=C(C=C1)C1=CC=CC2=CC=CC=C12)CN(S(=O)(=O)C1=CC=C(C=C1)C)CC(=O)OC)=O